NC=1SCC2(N1)COCC1=CC=C(C=C12)NC(=O)C1=NC=C(C=C1)CCl N-(2'-amino-5'H-spiro[isochromane-4,4'-thiazol]-6-yl)-5-chloromethylpyridinamide